O1C(NC(C1)=O)=O Oxazolidindion